1H-PYRROLE-2-PROPANAL N1C(=CC=C1)CCC=O